BrC(C(=C(F)F)C(F)F)(C)F 3-bromo-1,1,3-trifluoro-2-(difluoromethyl)butene